1-((2R,5S)-4-(6-chloro-7-(1,6-dimethyl-1H-indazol-7-yl)-2-((R)-1-(dimethylamino)propan-2-yloxy)-8-fluoroquinazolin-4-yl)-2,5-dimethylpiperazin-1-yl)prop-2-en-1-one ClC=1C=C2C(=NC(=NC2=C(C1C=1C(=CC=C2C=NN(C12)C)C)F)O[C@@H](CN(C)C)C)N1C[C@H](N(C[C@@H]1C)C(C=C)=O)C